OC1=C(C=C(C=C1)C=CC(CC(C=CC1=CC(=C(C=C1)O)OC)=O)=O)OC 1,7-bis(4-hydroxy-3-methoxyphenyl)-1,6-heptadien-3,5-dione